2-chloro-2'-cyclopropyl-6'-(1-methyltriazol-4-yl)spiro[4,5-dihydrothieno[2,3-c]pyran-7,4'-piperidine]-4-ol ClC1=CC2=C(S1)C1(CC(NC(C1)C=1N=NN(C1)C)C1CC1)OCC2O